OCC1([C@@H](O)[C@H](O)[C@H](O)CO1)N[C@@H](CCCCNC(N)=N)C(=O)O N2-Fructopyranosylhomoarginine